C(C)C(C(=O)N)(C(F)(F)F)O ethyl-3,3,3-trifluoro-2-hydroxy-propanamide